silicon-boron-neodymium-indium [In].[Nd].[B].[Si]